tert-Butyl 2-{4-[5-chloro-2-(4-fluoro-1H-imidazol-1-yl)phenyl]-5-methoxy-2-oxopyridin-1(2H)-yl}-4-methoxybutanoate ClC=1C=CC(=C(C1)C1=CC(N(C=C1OC)C(C(=O)OC(C)(C)C)CCOC)=O)N1C=NC(=C1)F